FC1=C(C(=O)O)C(=CC=C1C(F)(F)F)OC1=CC(=C(C=C1)F)C(F)(F)F 2-fluoro-6-(4-fluoro-3-trifluoromethylphenoxy)-3-(Trifluoromethyl)benzoic acid